C(#N)C1=CC(=C(C=C1)CCCC(=O)O)NC(=O)[C@H]1[C@]2(C1)CCOC1=CC=C(C=C12)C=1C=NC(=CC1)NC 4-{4-cyano-2-[({(2'R,4S)-6-[6-(methylamino)-3-pyridinyl]-2,3-dihydrospiro[chromen-4,1'-cyclopropane]-2'-yl}carbonyl)amino]phenyl}butanoic acid